C(C)N(C)[Si](Cl)(N(CC)C)N(CC)C tri(ethyl-methyl-amino)chlorosilane